3-(dimethoxymethylsilyl)-1-propanethiol COC(OC)[SiH2]CCCS